C(C)C(CC)(C(CC(C(CC)(C)CC)=O)=O)C 3,7-diethyl-3,7-dimethyl-nonane-4,6-dione